n-hexylisopropyl-magnesium C(CCCCC)[Mg]C(C)C